CN([C@@H]1CC[C@H](CC1)C1(OC2=C(O1)C(=CC(=C2C)C(=O)NCC=2C(NC(=CC2SC)C)=O)C=2C=NC(=CC2)N2CCSCC2)C)C 2-(trans-4-(dimethylamino)cyclohexyl)-2,4-dimethyl-N-((6-methyl-4-(methylthio)-2-oxo-1,2-dihydropyridine-3-yl)methyl)-7-(6-thiomorpholinopyridin-3-yl)benzo[d][1,3]dioxol-5-carboxamide